2-Ethyl-6,6,9-trimethyl-6a,7,8,9,10,10a-hexahydrobenzo[c]chromen-1-ol C(C)C1=C(C=2C3C(C(OC2C=C1)(C)C)CCC(C3)C)O